rac-(3R)-3-[6-(1,4-diazepan-1-yl)pyridin-3-yl]piperidine-2,6-dione N1(CCNCCC1)C1=CC=C(C=N1)[C@@H]1C(NC(CC1)=O)=O |r|